3-iodo-1-(1-methylcyclopropyl)-1H-pyrazole IC1=NN(C=C1)C1(CC1)C